C(#N)C1(CC1)NS(=O)(=O)C1=CC=C2C3=C(N(C2=C1)C=1SC(=NN1)C(F)F)N=CN=C3C=3CCOCC3 N-(1-Cyanocyclopropyl)-9-(5-(difluoromethyl)-1,3,4-thiadiazol-2-yl)-4-(3,6-dihydro-2H-pyran-4-yl)-9H-pyrimido[4,5-b]indole-7-sulfonamide